C(C1=CC=CC=C1)[C@@]12CC[C@]3(C[C@H](CC3=C1CCC=1C=C(C=CC21)C=2C(=NC=CC2)C)O)C (9S,13S,16R)-9-benzyl-13-methyl-3-(2-methylpyridin-3-yl)-7,9,11,12,13,15,16,17-octahydro-6H-cyclopenta[a]phenanthren-16-ol